1-(4-(5-(imidazo[1,2-a]pyrimidin-6-yl)pyridin-3-yl)phenyl)pyrrolidin-2-one N=1C=CN2C1N=CC(=C2)C=2C=C(C=NC2)C2=CC=C(C=C2)N2C(CCC2)=O